C(C1=CC(O)=C(O)C(O)=C1)(=O)[O-].[Na+] sodium gallate salt